5-methoxy-3,3-dimethyl-2,3-dihydro-1H-pyrrolo[3,2-b]pyridine COC1=CC=C2C(=N1)C(CN2)(C)C